ClC1=CC=C(C=C1)N1CC(CC2=CC=CC=C12)NC(OC(C)(C)C)=O tert-butyl (1-(4-chlorophenyl)-1,2,3,4-tetrahydroquinolin-3-yl)carbamate